C(C)(C)C1=C(NC=2C1=NC(=CC2)OC2CN(C2)C)C=2C=C(C=1N(C2)N=CN1)OC 6-(3-isopropyl-5-((1-methylazetidin-3-yl)oxy)-1H-pyrrolo[3,2-b]pyridin-2-yl)-8-methoxy-[1,2,4]triazolo[1,5-a]pyridine